5-((Benzhydryl)amino)-2-(methoxymethyl)pyrrolo[1,2-c]pyrimidin-1(2H)-one C(C1=CC=CC=C1)(C1=CC=CC=C1)NC=1C=CN2C(N(C=CC21)COC)=O